3-methylacrylamide CC=CC(=O)N